CN(CCOC1=CC=C(C=C1)O)C 4-[2-(dimethylamino)ethoxy]phenol